(S)-2-amino-5-(4-aminopiperidin-1-yl)-5-oxopentanoic acid N[C@H](C(=O)O)CCC(=O)N1CCC(CC1)N